IC=1C=C2C(=NC=NC2=CC1)NC1=CC(=C(C=C1)CC1=CC2=C(N(C=N2)C)C=C1)C 6-iodo-N-{3-methyl-4-[(1-methyl-1,3-benzodiazol-5-yl)methyl]phenyl}quinazolin-4-amine